4-methyl-3-mercapto-1,2,4-triazole CN1C(=NN=C1)S